5-({p-[2-(5-ethylpyridin-2-yl)-2-hydroxyethoxy]phenyl}methyl)-1,3-thiazolidine-2,4-dione C(C)C=1C=CC(=NC1)C(COC1=CC=C(C=C1)CC1C(NC(S1)=O)=O)O